tert-butyl-3-(6-(5-((2-(2,4-bis(trifluoromethyl)phenyl)-N-(4-fluorophenyl)acetamido)methyl)-1,3,4-oxadiazol-2-yl)pyridazin-3-yl)piperidine-1-carboxylate C(C)(C)(C)OC(=O)N1CC(CCC1)C=1N=NC(=CC1)C=1OC(=NN1)CN(C(CC1=C(C=C(C=C1)C(F)(F)F)C(F)(F)F)=O)C1=CC=C(C=C1)F